OC[C@H](C1=CC=CC=C1)NC1=CC(=NC=C1C1=NC2(CO1)CCOCC2)NC2=CC=C1C(NN(C1=C2)C(C)C)=O (S)-6-((4-((2-hydroxy-1-phenylethyl)amino)-5-(3,8-dioxa-1-azaspiro[4.5]dec-1-en-2-yl)pyridin-2-yl)amino)-1-isopropyl-1,2-dihydro-3H-indazol-3-one